2-{3-[3-(methylamino)pyrrolidin-1-yl]-1,2,4-triazin-6-yl}-5-(2-methyl-1,3-oxazol-5-yl)phenol CNC1CN(CC1)C=1N=NC(=CN1)C1=C(C=C(C=C1)C1=CN=C(O1)C)O